NCCCC[C@@H](C(=O)O)NC([C@H](CC1=CN=CN1)NC(CN)=O)=O (2S)-6-amino-2-[[(2S)-2-[(2-aminoacetyl)amino]-3-(1H-imidazol-5-yl)propanoyl]amino]hexanoic acid